C1(CC1)CNC(CCCC1=CC=C(C=C1)C1=C(C=CC=C1)F)=O N-(cyclopropylmethyl)-4-(2'-fluoro-[1,1'-biphenyl]-4-yl)butanamide